tert-butyl 2-(4-cyclopropyl-6-methoxypyrimidin-5-yl)-4-((4-(1-isopropyl-4-(trifluoromethyl)-1H-imidazol-2-yl)phenyl)ethynyl)-7,8-dihydropyrido[4,3-d]-pyrimidine-6(5H)-carboxylate C1(CC1)C1=NC=NC(=C1C=1N=C(C2=C(N1)CCN(C2)C(=O)OC(C)(C)C)C#CC2=CC=C(C=C2)C=2N(C=C(N2)C(F)(F)F)C(C)C)OC